2,3,6,7-tetra-hydro-9-methyl-1H,5H,11H-[1]benzopyrano[6,7,8-ij]quinolizin-11-one CC1=CC(OC=2C1=CC=1CCCN3CCCC2C13)=O